COC([C@@H](C)OC1OCCCC1)=O.C(C)(C)(C)OC(=O)N(C=1C(=NC=C(C1)F)Br)C(=O)OC(C)(C)C 3-bis(tert-butoxycarbonyl)amino-2-bromo-5-fluoropyridine methyl-(2R)-2-tetrahydropyran-2-yloxypropanoate